CC1=CNC2=NC=C(C=C21)C=2C=C1CCN(CC1=C(C2)[C@H]2N(CCC2)C(=O)OC(C)(C)C)C(C2=CC(=NC(=C2)C)C)=O tert-butyl (S)-2-(6-(3-methyl-1H-pyrrolo[2,3-b]pyridin-5-yl)-2-(2,6-dimethylisonicotinoyl)-1,2,3,4-tetrahydroisoquinolin-8-yl)pyrrolidine-1-carboxylate